4,4,5,5-tetramethyl-2-(4-((oxan-4-yloxy)methyl)phenyl)-1,3,2-dioxaborolane CC1(OB(OC1(C)C)C1=CC=C(C=C1)COC1CCOCC1)C